(2R,3R,4S,5R,6R)-2-(hydroxymethyl)-5-methoxy-6-((3-(1-methylcyclopropyl)isoxazol-5-yl)methyl)-4-(4-(2,3,4-trifluorophenyl)-1H-1,2,3-triazol-1-yl)tetrahydro-2H-pyran-3-ol OC[C@H]1O[C@@H]([C@@H]([C@H]([C@H]1O)N1N=NC(=C1)C1=C(C(=C(C=C1)F)F)F)OC)CC1=CC(=NO1)C1(CC1)C